N-((S)-(7-((R*)-1-(2-(3,3-difluorocyclobutyl)acetamido)-2-methylallyl)imidazo[1,2-b]pyridazin-2-yl)(4,4-difluorocyclohexyl)methyl)-1-isopropyl-1H-pyrazole-5-carboxamide FC1(CC(C1)CC(=O)N[C@H](C(=C)C)C1=CC=2N(N=C1)C=C(N2)[C@@H](NC(=O)C2=CC=NN2C(C)C)C2CCC(CC2)(F)F)F |o1:9|